Cl.O1COC2=C1C=CC(=C2)C[C@@H](C)NC (R)-1-(benzo[d][1,3]dioxol-5-yl)-N-methylpropan-2-amine hydrochloride